N1N=CC(=C1)C1=CC=C(C=C1)N1CC2(CC1)NC1=CC(=CC=C1C2)OC (4-(1H-pyrazol-4-yl)phenyl)-6-methoxyspiro[indoline-2,3'-pyrrolidine]